6-(oxazol-2-yl)-3,4-dihydro-1,5-naphthyridin O1C(=NC=C1)C=1N=C2CCC=NC2=CC1